FC[C@@H](C1(CCNCC1)F)NC=1C=C(C=CC1C(F)(F)F)C1=NNC(O1)=O 5-[3-{[(1S)-2-fluoro-1-(4-fluoropiperidin-4-yl)ethyl]amino}-4-(trifluoromethyl)phenyl]-1,3,4-oxadiazol-2(3H)-one